C(C)(C)C1=CC(=NN1)C(=O)N1C[C@@H]2C([C@@H]2C1)C1=NOC(=C1C1=CC=CC=C1)C (5-Isopropyl-1H-pyrazol-3-yl)-[(1S,5R)-6-(5-methyl-4-phenyl-isoxazol-3-yl)-3-azabicyclo[3.1.0]hexan-3-yl]methanon